2-[[1-(5-bromopyrimidin-2-yl)piperidin-4-yl]methyl]-6-pyrazol-1-ylpyridazin-3-one BrC=1C=NC(=NC1)N1CCC(CC1)CN1N=C(C=CC1=O)N1N=CC=C1